CN1CCN(CC1)C=1C=CC(=NC1)NC=1C=CC(=C2CNC(C12)=O)C=1C=NN2C1C=CC(=C2)C 7-[[5-(4-methylpiperazin-1-yl)-2-pyridyl]amino]-4-(6-methylpyrazolo[1,5-a]pyridin-3-yl)isoindolin-1-one